C(C=C)C(C1CO1)(C(C)C)O allyl-isopropyl-glycidyl alcohol